C(C)(C)(C)C1(CCC(CC1)NC1=NC=CC=2C1=CN(N2)C)NC(O)=O.CC2=NC=C(C=C2C2=CC=CC=C2)C(F)(F)F 2-Methyl-3-phenyl-5-(trifluoromethyl)pyridine (cis-tert-butyl-4-((2-methyl-2H-pyrazolo[4,3-c]pyridin-4-yl)amino)cyclohexyl)carbamate